(4,4-difluoro-1-methylpyrrolidin-2-yl)(2-(4-(2,4-difluorophenoxy)piperidin-1-yl)-3-(1-ethyl-1H-pyrazol-4-yl)-7,8-dihydropyrido[3,4-b]pyrazin-6(5H)-yl)methanone FC1(CC(N(C1)C)C(=O)N1CC2=NC(=C(N=C2CC1)N1CCC(CC1)OC1=C(C=C(C=C1)F)F)C=1C=NN(C1)CC)F